C(C1=CC=CC=C1)OC(=O)N1CC2=CC(=C(C=C2CC1)C1=CC(=C2C=CC=CN12)C(=O)OC)C(=O)O 2-benzyloxycarbonyl-6-(1-methoxycarbonylindolizin-3-yl)-3,4-dihydro-1H-isoquinoline-7-carboxylic acid